((3-bromopropoxy)methanetriyl)tribenzene BrCCCOC(C1=CC=CC=C1)(C1=CC=CC=C1)C1=CC=CC=C1